(5S,8R)-1-fluoro-N-(2-fluoro-4-(trifluoromethyl)phenyl)-6,7,8,9-tetrahydro-5H-5,8-epimino-cyclohepta[c]pyridine-10-carboxamide FC1=NC=CC2=C1C[C@H]1CC[C@@H]2N1C(=O)NC1=C(C=C(C=C1)C(F)(F)F)F